NC=1C(=CC(=C(C1)C=1C=NC2=CC(=NC=C2C1)N(C)CC1=CC=C(C=C1)OC)C)Cl 3-(5-amino-4-chloro-2-methylphenyl)-N-(4-methoxybenzyl)-N-methyl-1,6-naphthyridin-7-amine